C1(=CC=CC=C1)CCCCNC1CC1 N-(4-phenylbutyl)cyclopropaneamine